C1(CC1)C1OC2=CC=CC=C2C=C1[N+](=O)[O-] 2-cyclopropyl-3-nitro-2H-chromene